(S)-2-amino-N-(2-(3-(2-(dimethylamino)ethyl)-1H-indol-1-yl)-2-oxoethyl)-N-methyl-3-phenylpropionamide N[C@H](C(=O)N(C)CC(=O)N1C=C(C2=CC=CC=C12)CCN(C)C)CC1=CC=CC=C1